2-(3,5-dichloropyridin-4-yl)-3-isopropyl-5-(piperidin-4-yl)-1H-indole ClC=1C=NC=C(C1C=1NC2=CC=C(C=C2C1C(C)C)C1CCNCC1)Cl